8-[(1-acetyl-4-piperidyl)oxy]4-[(2R)-3-(3,4-dihydro-1H-isoquinolin-2-yl)-2-hydroxy-propyl]-2,3-dihydro-1,4-benzoxazepin-5-one C(C)(=O)N1CCC(CC1)OC1=CC2=C(C(N(CCO2)C[C@@H](CN2CC3=CC=CC=C3CC2)O)=O)C=C1